C(C)OC1(COC1)C1=CC=C(C=C1)C(=O)N1CC2CN(CC2C1)C1=CC=C(C=C1)C(F)(F)F (4-(3-ethoxyoxetan-3-yl)phenyl)(5-(4-(trifluoromethyl)phenyl)hexahydropyrrolo[3,4-c]pyrrol-2(1H)-yl)methanone